C(C)(=O)[O-].C(C)(=O)[O-].[NH4+].[NH4+].[Cu] COPPER DIAMMONIUM DIACETATE